N-(4-((6-aminohexyl)carbamoyl)-3-bromophenyl)-5-(1-ethyl-3-(trifluoromethyl)-1H-pyrazol-4-yl)-1-methyl-1H-imidazole-2-carboxamide hydrochloride Cl.NCCCCCCNC(=O)C1=C(C=C(C=C1)NC(=O)C=1N(C(=CN1)C=1C(=NN(C1)CC)C(F)(F)F)C)Br